6-[3-[[4-(trifluoromethyl)phenyl]methyl]pyrrolidine-1-carbonyl]-4H-1,4-benzoxazin-3-one FC(C1=CC=C(C=C1)CC1CN(CC1)C(=O)C=1C=CC2=C(NC(CO2)=O)C1)(F)F